2-((5-(2-(1-(dimethylamino)-4-methylpent-3-yl)-2,6-diazaspiro[3.4]oct-6-yl)-1,2,4-triazin-6-yl)oxy)-N-ethyl-5-fluoro-N-isopropylbenzamide fumarate C(\C=C\C(=O)O)(=O)O.CN(CCC(C(C)C)N1CC2(C1)CN(CC2)C=2N=CN=NC2OC2=C(C(=O)N(C(C)C)CC)C=C(C=C2)F)C